2-(pyridin-4-yl)-N-[(1R,3S)-3-{[2-(trifluoromethyl)quinolin-4-yl]amino}cyclohexyl]-1H-1,3-benzodiazole-5-carboxamide N1=CC=C(C=C1)C1=NC2=C(N1)C=CC(=C2)C(=O)N[C@H]2C[C@H](CCC2)NC2=CC(=NC1=CC=CC=C21)C(F)(F)F